N-Ethyl-piperidine C(C)N1CCCCC1